tert-butyl (2S)-2-[2-(4-amino-6-chloropyrimidin-5-yl)ethenyl]pyrrolidine-1-carboxylate NC1=NC=NC(=C1C=C[C@H]1N(CCC1)C(=O)OC(C)(C)C)Cl